8-chloro-2-methyl-11H-imidazo[1,2-c][2,3]benzodiazepin ClC1=CC2=C(CC=3N(N=C2)C=C(N3)C)C=C1